C(C)(=O)N[C@H]1C(O)O[C@@H]([C@@H]([C@@H]1O)O)C N-Acetyl-D-fucosamin